CC1=C(OC2=C1C(=CC=C2)OC2CCC(CC2)NC(OC(C)(C)C)=O)CN(C(C=C)=O)C tert-butyl ((1r,4r)-4-((3-methyl-2-((N-methylacrylamido)methyl)benzofuran-4-yl)oxy)cyclohexyl)carbamate